CN1N=CC=C1O 1-methyl-1H-Pyrazole-5-ol